benzomonoazepine N1C=CC=CC2=C1C=CC=C2